Natrium hydroxid [OH-].[Na+]